BrC1=C(N=C(C2=CN=C(C(=C12)F)Cl)N1CC2CCC(C1)N2C(=O)OC(C)(C)C)C2(COC2)CO[Si](C)(C)C(C)(C)C tert-butyl 3-[4-bromo-3-[3-[[tert-butyl(dimethyl)silyl]oxymethyl]oxetan-3-yl]-6-chloro-5-fluoro-2,7-naphthyridin-1-yl]-3,8-diazabicyclo[3.2.1]octane-8-carboxylate